C(=C)[Si](Cl)(C)C Vinyl-dimethylchlorosilan